C(C1=CC=CC=C1)(=O)N1CC(CCC1)C(=O)N1CCN(CC1)C1=CC(=NC2=CC=CC=C12)C (1-benzoylpiperidin-3-yl)(4-(2-methylquinolin-4-yl)piperazin-1-yl)methanone